4-[4-cyano-4-(pyridin-2-yl)cyclohexyl]-1,4-diazepan-1-carboxylic acid ethyl ester C(C)OC(=O)N1CCN(CCC1)C1CCC(CC1)(C1=NC=CC=C1)C#N